5-(chloromethyl)-3-[(1R,5S,6R)-3-(3-chlorophenyl)-2-methyl-3-azabicyclo[3.1.0]hexane-6-yl]-1,2,4-oxadiazole ClCC1=NC(=NO1)[C@@H]1[C@H]2CN(C([C@@H]12)C)C1=CC(=CC=C1)Cl